3-(2-chlorophenyl)-5-(hydroxymethyl)oxazolidin-2-one ClC1=C(C=CC=C1)N1C(OC(C1)CO)=O